FC1([C@@H]([C@H](CCC1)OC1[C@H]2CN(C[C@@H]1CC2)C(C)C)N)F (1R,6S)-2,2-difluoro-6-{[(1R,5S,8S)-3-(propan-2-yl)-3-azabicyclo[3.2.1]oct-8-yl]oxy}cyclohexan-1-amine